(S)-4-(5,5-difluoro-4-hydroxy-3-((trifluoromethyl)sulfonyl)-4,5,6,7-tetrahydro-1H-indol-1-yl)-2-(difluoromethyl)benzonitrile FC1([C@H](C=2C(=CN(C2CC1)C1=CC(=C(C#N)C=C1)C(F)F)S(=O)(=O)C(F)(F)F)O)F